C(C)(C)OC(CCCC(C(=O)NC=1C=NC(=C(C1)C(F)(F)F)C#N)(C)O)=O (6R)-6-((6-cyano-5-(trifluoromethyl)pyridin-3-yl)amino)-5-hydroxy-5-methyl-6-oxohexanoic acid isopropyl ester